BrCCCOC1=CC=C(C=C1)C1=CC(SS1)=S 5-(4-(3-bromopropyloxy)phenyl)-3H-1,2-dithiol-3-thione